N-(2,6-dioxopiperidin-3-yl)-1H-benzimidazole-7-carboxamide O=C1NC(CCC1NC(=O)C1=CC=CC2=C1NC=N2)=O